(1-(2-((1-methyl-1H-pyrazol-4-yl)amino)pyrimidin-4-yl)-1H-indole-4-yl)carbamate CN1N=CC(=C1)NC1=NC=CC(=N1)N1C=CC2=C(C=CC=C12)NC([O-])=O